(2R,5R*)-2,5-diethyl-2,3-dihydropyrido[2,3-f][1,4]oxazepine C(C)[C@H]1OC2=C(C(=NC1)CC)N=CC=C2